FC=1C=C2C=3C(=C(NC3C1)C1=CC=C(C=C1)CNC)CCNC2=O 8-Fluoro-2-{4-[(methyl-amino)methyl]phenyl}-1,3,4,5-tetrahydro-6H-azepino[5,4,3-cd]indol-6-one